CN1CC(C1)(C)[C@](O)(C1=CC=C(C=C1)OC(F)(F)F)C1=CC(=CC=C1)C=1N=NN(N1)C (S)-(1,3-Dimethyl-azetidin-3-yl)-[3-(2-methyl-2H-tetrazol-5-yl)-phenyl]-(4-trifluoromethoxy-phenyl)-methanol